C(#N)C=1C=C(C=C(C1)F)[C@H](C)NC(=O)C=1C(=NC2=C(N=C(C=C2C1N1CCN[C@H](CC1)C)C)C1CC1)N1CCOCC1 N-[(S)-1-(3-cyano-5-fluorophenyl)ethyl]-4-[(S)-5-methyl-1,4-diazepan-1-yl]-8-cyclopropyl-6-methyl-2-morpholino-1,7-diaza-3-naphthamide